C1(=CC=CC=C1)COC(NCCCCC(C(C(=O)N)O)NC(=O)[C@H]1N(C[C@@H](C1)N=[N+]=[N-])C([C@@H](CC1CCCCC1)NC(=O)C1=CC2=CC=CC=C2C=C1)=O)=O (5-((2S,4R)-1-((R)-2-(2-naphthoylamino)-3-cyclohexylpropionyl)-4-azidopyrrolidine-2-carboxamido)-7-amino-6-Hydroxy-7-oxoheptyl)carbamic acid phenylmethyl ester